ClC1=NC=CC(=C1)OC1=NC2=CC=CC=C2C(=C1)CNC(C=C)=O N-([2-{(2-Chloropyridin-4-yl)oxy}quinolin-4-yl]methyl)acrylamide